5-cyclobutoxypyrimidin-2-amine C1(CCC1)OC=1C=NC(=NC1)N